F[C@@H]1C[C@@]2(CCCN2C1)COC=1N=C(C2=C(N1)C(=C(OC2=O)C2=CC(=CC1=CC=C(C(=C21)C=2N=NNC2)F)O)C)N2CCC2 [(2R,7aS)-2-fluoro-hexahydropyrrolizin-7a-yl]methoxy-4-(azetidin-1-yl)-7-[7-fluoro-3-hydroxy-8-(1H-1,2,3-triazol-4-yl)naphthalen-1-yl]-8-methylpyrano[4,3-d]pyrimidin-5-one